Ethyl 2-{2-bromo-4-cyclopropyl-7-oxo-6H,7H-thieno[2,3-d]pyridazin-6-yl}acetate BrC1=CC2=C(C(N(N=C2C2CC2)CC(=O)OCC)=O)S1